9-(2-chloro-6-(2,2,2-trifluoroethoxy)pyrimidin-4-yl)-1-(3,4-difluorophenyl)-1,9-diazaspiro[5.5]undecan-2-one ClC1=NC(=CC(=N1)N1CCC2(CCCC(N2C2=CC(=C(C=C2)F)F)=O)CC1)OCC(F)(F)F